3-diisobutoxyphosphinothioylsulfanyl-2-methylpropanoic acid C(C(C)C)OP(=S)(OCC(C)C)SCC(C(=O)O)C